(S)-2-(1-(3-((2-(3-chloro-1-methyl-1H-pyrazol-4-yl)pyrimidin-4-yl)amino)-5-isopropylisoquinolin-8-yl)azetidin-3-yl)tetrahydrothiophene 1,1-dioxide ClC1=NN(C=C1C1=NC=CC(=N1)NC=1N=CC2=C(C=CC(=C2C1)C(C)C)N1CC(C1)[C@H]1S(CCC1)(=O)=O)C